ClC=1C=C(OC2CCN(CC2)C2OCCC(C2)C(=O)O)C=CC1 [4-(3-chlorophenoxy)-1-piperidinyl]tetrahydropyran-4-carboxylic acid